5-tert-butyl-1-(4-fluorophenyl)-1H-pyrazole-3-carboxylic acid C(C)(C)(C)C1=CC(=NN1C1=CC=C(C=C1)F)C(=O)O